CC(CC1=CC2=CC=CC=C2C=C1)=C 2-(2-methylpropan-2-enyl)naphthalene